BrC=1C=C2C=C(C(=NC2=CC1)OC)C(C(CCN(C)C)(O)C1=C(C(=NC(=C1)OC)OC)OC)C1=C(C(=NC=C1)OC)OC 1-(6-bromo-2-methoxyquinolin-3-yl)-1-(2,3-dimethoxypyridin-4-yl)-4-(dimethylamino)-2-(2,3,6-trimethoxypyridin-4-yl)butan-2-ol